CC1=NN2C(CN(C3=CC=CC=C23)C)=C1 2,5-dimethyl-4,5-dihydropyrazolo[1,5-a]quinoxaline